ClC1=C(C(=CC=C1)F)C1=NOC(=C1CO[C@H]1[C@@H]2CN([C@H](C1)C2)C2=CC=C(C(=O)O)C=C2)C2CC2 4-[(1s,4s,5r)-5-{[3-(2-chloro-6-fluorophenyl)-5-cyclopropyl-1,2-oxazol-4-yl]methoxy}-2-azabicyclo[2.2.1]heptan-2-yl]benzoic acid